(6R,8aS)-6-(8-amino-1-(2-methoxy-4-(2,2,2-trifluoro-1-hydroxy-1-(3-(trifluoromethyl)phenyl)ethyl)phenyl)imidazo[1,5-a]pyrazin-3-yl)hexahydroindolizin-3(2H)-one NC=1C=2N(C=CN1)C(=NC2C2=C(C=C(C=C2)C(C(F)(F)F)(C2=CC(=CC=C2)C(F)(F)F)O)OC)[C@H]2CN1C(CC[C@@H]1CC2)=O